methyl 5-(7-(3,4-dimethoxyphenyl)pyrazolo[1,5-a]pyrimidine-2-carboxamido)picolinate COC=1C=C(C=CC1OC)C1=CC=NC=2N1N=C(C2)C(=O)NC=2C=CC(=NC2)C(=O)OC